bis(N-methylphenylamino)methylallylsilane CN(C1=CC=CC=C1)C(N(C)C1=CC=CC=C1)C=CC[SiH3]